COC1=CC=C2C(C(=COC2=C1)C1=CC=C(C(=O)O)C=C1)=O 4-(7-methoxy-4-oxo-chromen-3-yl)benzoic acid